BrC1=CC=C2C(=NC(=NC2=C1F)OC[C@]12CCCN2C[C@@H](C1)F)N1CC2(C(NC(N2)=O)=O)CCC1 7-(7-bromo-8-fluoro-2-(((2R,7aS)-2-fluorotetrahydro-1H-pyrrolizin-7a(5H)-yl)methoxy)quinazolin-4-yl)-1,3,7-triazaspiro[4.5]decane-2,4-dione